5-fluoropiperidin-3-ol FC1CC(CNC1)O